rac-(1R,3S)-3'-oxospiro[cyclopentane-1,1'-isoindoline]-3-carboxylic acid O=C1N[C@@]2(C3=CC=CC=C13)C[C@H](CC2)C(=O)O |r|